FC=1C=C2CC(CC2=CC1F)NC1=NC=C(C=N1)C1=NN=C(O1)N1CC(C1)C(=O)OC Methyl 1-(5-(2-((5,6-difluoro-2,3-dihydro-1H-inden-2-yl)amino)pyrimidin-5-yl)-1,3,4-Oxadiazol-2-yl)azetidine-3-carboxylate